COC1=C(C=CC=C1)NC=1N=CC2=C(N1)N(C(C=C2C#C[Si](C(C)C)(C(C)C)C(C)C)=O)C2=CC=C(C=C2)NC(CC)=O N-(4-(2-((2-methoxyphenyl)amino)-7-oxo-5-((triisopropylsilyl)ethynyl)pyrido[2,3-d]pyrimidin-8(7H)-yl)phenyl)propionamide